COC(CNC(=O)C1=NC(=CN=C1O)C1=CC=C(C=C1)F)=O (6-(4-fluorophenyl)-3-hydroxypyrazine-2-carbonyl)glycine methyl ester